tert-butyl 7-(2-((6-cyanopyridin-3-yl)(3-fluoro-4-methoxybenzyl)amino)ethyl)-6,8-dioxa-2-azaspiro[3.5]nonane-2-carboxylate C(#N)C1=CC=C(C=N1)N(CCC1OCC2(CN(C2)C(=O)OC(C)(C)C)CO1)CC1=CC(=C(C=C1)OC)F